CC(C)OC1=CC=C(C=C1)C=1C=NC=2N(C1)N=CC2C2=CC=NC1=CC=CC=C21 4-[6-[4-[1-methylethoxy]phenyl]pyrazolo[1,5-a]pyrimidin-3-yl]-quinoline